FC(C=1C=CC(=NC1)OC=1C=C(C=CC1)C1=NOC(=N1)C(CC)O)(F)F (3-(3-((5-(trifluoromethyl)pyridin-2-yl)oxy)phenyl)-1,2,4-oxadiazol-5-yl)propan-1-ol